(3S)-3-(1,4-dimethyl-1H-benzotriazol-5-yl)-3-(7-{[(2R,5S)-2-ethyl-5-methyl-2,3-dihydropyrido[2,3-f][1,4]oxazepin-4(5H)-yl]methyl}-1-benzothien-5-yl)propanoic acid CN1N=NC2=C1C=CC(=C2C)[C@@H](CC(=O)O)C=2C=C(C1=C(C=CS1)C2)CN2C[C@H](OC1=C([C@@H]2C)N=CC=C1)CC